C(C)N(C(O)=O)C=1C(=NC=CC1)C#N.FC([C@H]1N(C(OC1)=C=O)C=1N=C2N(CCOC3=C2C(=CC(=C3)N[C@H](C(=O)N)C)F)C1)F (S)-2-((2-((S)-4-(difluoromethyl)-2-carbonyloxazolidin-3-yl)-11-fluoro-5,6-dihydrobenzo[f]imidazo[1,2-d][1,4]oxazepin-9-yl)amino)propanamide Ethyl-(2-cyanopyridin-3-yl)carbamate